N-(5-(tert-butyl)-1-methyl-1H-pyrazol-3-yl)-4-methyl-3-((1-(pyrazolo[1,5-a]pyrazin-3-yl)azetidin-3-yl)oxy)benzamide C(C)(C)(C)C1=CC(=NN1C)NC(C1=CC(=C(C=C1)C)OC1CN(C1)C=1C=NN2C1C=NC=C2)=O